C(C)C=CC(=O)[O-] 3-ethyl-acrylate